F[C@H]1C[C@@H](CNC1)NC1=NC=C(C(=N1)C1=CN(C2=CC(=CC=C12)C#N)COCC[Si](C)(C)C)C(F)(F)F 3-[2-[[(3S,5S)-5-fluoro-3-piperidyl]amino]-5-(trifluoromethyl)pyrimidin-4-yl]-1-(2-trimethylsilylethoxymethyl)indole-6-carbonitrile